(2S,4S)-2-((S)-2-(4-fluoro-2-hydroxyphenyl)-4,5-dihydrothiazol-4-yl)-3-methylthiazolidine-4-carboxylic acid FC1=CC(=C(C=C1)C=1SC[C@H](N1)[C@@H]1SC[C@@H](N1C)C(=O)O)O